C(OCC1=C(C=CC(=C1)Cl)Br)(OC1=CC=C(C=C1)[N+](=O)[O-])=O 2-bromo-5-chlorobenzyl (4-nitrophenyl) carbonate